[Cl-].C[NH+](C(C1=CC=CC=C1)CC)C dimethyl-(ethylbenzyl)ammonium chloride